N-(6-cyano-1-cyclobutyl-5-methyl-1H-benzo[d]imidazol-2-yl)-3-hydroxy-3-methylbutanamide C(#N)C=1C(=CC2=C(N(C(=N2)NC(CC(C)(C)O)=O)C2CCC2)C1)C